FC(C(=O)C1=CC(=NC=C1)OCC(F)(F)F)F 2,2-difluoro-1-[2-(2,2,2-trifluoroethoxy)-4-pyridyl]ethanone